FC1OB(C2=C1C=CC(=C2)N)O fluoro-1-hydroxy-3H-2,1-benzoxaborol-6-amine